ClC1=C(C=C(C=C1)NC(=O)N1C2CC(CC1(C2)C(=O)O)C)C2CCC2 cis-6-[(4-chloro-3-cyclobutyl-phenyl)carbamoyl]-3-methyl-6-azabicyclo[3.1.1]heptane-1-carboxylic acid